(S)-6-((2-amino-3-chloropyridin-4-yl)thio)-3-(1-amino-4-bromo-1,3-dihydrospiro[inden-2,4'-piperidin]-1'-yl)pyrazine-2-carboxamide 4-hydroxy-piperidine-4-acetate OC1(CCNCC1)CC(=O)O.NC1=NC=CC(=C1Cl)SC1=CN=C(C(=N1)C(=O)N)N1CCC2(CC1)[C@@H](C1=CC=CC(=C1C2)Br)N